C(C)(C)C1=NC2=C(N1CN1C(CC(C1)CCC)=O)C=CC(=C2)C(F)(F)F 1-{[2-isopropyl-5-(trifluoromethyl)-1H-benzimidazol-1-yl]methyl}-4-propylpyrrolidin-2-one